N[C@H](CO)C=C(F)F (2S)-2-amino-4,4-difluorobut-3-en-1-ol